C12(CCC(C1)C2)N2CC(N(S(C1=C2C=C(C(=C1)O\C=C(\C(=O)OCC)/F)SC)(=O)=O)C)CCCC ethyl (Z)-3-((5-(bicyclo[2.1.1]hexan-1-yl)-3-butyl-2-methyl-7-(methylthio)-1,1-dioxido-2,3,4,5-tetrahydrobenzo[f][1,2,5]thiadiazepin-8-yl)oxy)-2-fluoroacrylate